S(=O)(=O)(C)C1OCCCC1 MEsyloxane